3-hydroxy-octanoate OC(CC(=O)[O-])CCCCC